2,3-dihydroisothiazole S1NCC=C1